2-(5-cyclopropyl-3-ethylsulfanyl-2-pyridyl)-5-(trifluoromethylsulfanyl)-1,3-benzoxazole C1(CC1)C=1C=C(C(=NC1)C=1OC2=C(N1)C=C(C=C2)SC(F)(F)F)SCC